IC=1C(=CC=C2N=CC(=NC12)C=1C=NN(C1)CC1(CC1)O)OC=1C=CC2=C(NC(=N2)C)C1 1-[(4-{8-iodo-7-[(2-methyl-1H-1,3-benzodiazol-6-yl)oxy]quinoxalin-2-yl}-1H-pyrazol-1-yl)methyl]cyclopropan-1-ol